N1=CN=C(C2=C1NC=C2)N2CCSC(=C2)C2=CC=C(C=C2)CN (4-(4-(7H-pyrrolo[2,3-d]pyrimidin-4-yl)-3,4-dihydro-2H-1,4-thiazin-6-yl)phenyl)methanamine